O=C(CCC1=C(C=CC=C1)C=1C=C(C(NN1)=O)C(F)(F)F)N1CCN(CC1)C1=NC=C(C=N1)C(F)(F)F 6-(2-(3-oxo-3-(4-(5-(trifluoromethyl)pyrimidin-2-yl)piperazin-1-yl)propyl)phenyl)-4-(trifluoromethyl)pyridazin-3(2H)-one